COC1=CC=C(C=C1)C1=NC(=NC(=N1)C1=CC=CC=C1)C1=C(C=CC=C1)O 2-[4-(4-methoxyphenyl)-6-phenyl-l-1,3,5-triazin-2-yl]phenol